beta-methyl-tryptophan CC([C@H](N)C(=O)O)C1=CNC2=CC=CC=C12